C(C)(C)(C)OC(N(C1=NC=CC(=C1F)CC=1C=NC=C(C1C)OC1=C(C=C(C=C1)C)F)C(=O)OC(C)(C)C)=O N-tert-butoxycarbonyl-N-[3-fluoro-4-[[5-(2-fluoro-4-methyl-phenoxy)-4-methyl-3-pyridinyl]methyl]-2-pyridinyl]carbamic acid tert-butyl ester